CC(C)(C)OC(=O)N(C1=NC=NC2=C1NC=N2)C(=O)OC(C)(C)C tert-butyl N-[(tert-butoxy)carbonyl]-N-(9H-purin-6-yl)carbamate